(R)- or (S)-N-((4-(4-(trifluoromethoxy)phenyl)-4,5,6,7-tetrahydropyrazolo[1,5-a]pyrimidin-6-yl)methyl)acrylamide FC(OC1=CC=C(C=C1)N1C=2N(C[C@@H](C1)CNC(C=C)=O)N=CC2)(F)F |o1:13|